3-amino-4,4,4-trifluorocrotonic acid ethyl ester C(C)OC(\C=C(\C(F)(F)F)/N)=O